N-((S)-7,9-difluoro-2-oxo-2,3,4,5-tetrahydro-1H-benzo[b]azepin-3-yl)-5-(1-methyl-1H-pyrazol-4-yl)-5,6,7,8-tetrahydro-[1,2,4]triazolo[1,5-a]pyridine-2-carboxamide FC1=CC2=C(NC([C@H](CC2)NC(=O)C2=NN3C(CCCC3C=3C=NN(C3)C)=N2)=O)C(=C1)F